C(N)(OC1=NC=C(N=C1C1=CC(=NO1)C1=CC=C(C=C1)C#N)C1=C(C(=C(C=C1)S(=O)(=O)C1CC1)C(C)(C)C)C(C)(C)C)=O Di-tert-butyl-(3-(3-(4-cyanophenyl) isoxazol-5-yl)-5-(4-(cyclopropylsulfonyl) phenyl) pyrazin-2-yl) carbamate